ClC1=CC2=C(C=N1)C(=NN2C2=C(C=CC(=C2)Cl)OC(F)F)C(=O)O 6-chloro-1-(5-chloro-2-(difluoromethoxy)phenyl)-1H-pyrazolo[4,3-c]Pyridine-3-carboxylic acid